β-glucosyl-sulfonamide [C@@H]1([C@H](O)[C@@H](O)[C@H](O)[C@H](O1)CO)S(=O)(=O)N